C(C)N1CCN(CC1)C(=O)OCCC propyl 4-ethylpiperazine-1-carboxylate